CC=1N=C(NC1)C1CCN(CC1)C(=O)C1=CC=C(C=C1)C1=C(NC2=CC=CC=C12)C (4-(4-Methyl-1H-imidazol-2-yl)piperidin-1-yl)(4-(2-methyl-1H-indol-3-yl)phenyl)methanon